FC1CN(C1)CCC=1N=C(C(N(C1)[C@H](C(=O)[O-])CC(C)C)=O)C(C)C (S)-2-(5-(2-(3-fluoroazetidin-1-yl) ethyl)-3-isopropyl-2-oxopyrazin-1(2H)-yl)-4-methylpentanoate